ClC=1C(N(C(=CC1OC([2H])([2H])C1=NC=C(C=C1F)F)C)C1=CC(=NC=C1C)C=1N=C(SC1)C(C)(C)O)=O 3-Chloro-4-((3,5-difluoropyridin-2-yl)methoxy-d2)-2'-(2-(2-hydroxypropan-2-yl)thiazol-4-yl)-5',6-Dimethyl-2H-[1,4'-bipyridine]-2-one